CN1C(CCC1)CNC(=O)C1CCN(CC1)C1=C2C=CC=NC2=C(C=C1)C(F)(F)F 1-(8-Trifluoromethyl-quinolin-5-yl)-piperidine-4-carboxylic acid (1-methyl-pyrrolidin-2-ylmethyl)-amide